(R)-1-(5-(difluoromethyl)pyridin-2-yl)-3-(isoquinolin-4-yl)-2-oxoimidazoline-4-carbonitrile FC(C=1C=CC(=NC1)N1C(N([C@H](C1)C#N)C1=CN=CC2=CC=CC=C12)=O)F